C1(CC1)N1N=CC(=C1)C(CN(S(=O)(=O)C1=CC=C(C=C1)C)CC(CO[Si](C)(C)C(C)C)O)=O N-[2-(1-cyclopropylpyrazol-4-yl)-2-oxo-ethyl]-N-[2-hydroxy-3-[isopropyl(dimethyl)silyl]oxy-propyl]-4-methyl-benzenesulfonamide